(R)-(3-aminopiperidin-1-yl)(2-(6-(cyclopropylmethyl)-2-methyl-2,6-dihydropyrrolo[2,3-c]pyrazol-5-yl)-7-methoxy-1-methyl-1H-benzo[d]imidazol-5-yl)methanone hydrochloride Cl.N[C@H]1CN(CCC1)C(=O)C1=CC2=C(N(C(=N2)C2=CC=3C(=NN(C3)C)N2CC2CC2)C)C(=C1)OC